6-fluoro-7-methoxy-2-methylbenzo[d]isothiazole FC1=C(C2=C(CN(S2)C)C=C1)OC